2,4-dichloro-6-methylpyridine-3-carbonitrile ClC1=NC(=CC(=C1C#N)Cl)C